C(C1=CC=CC=C1)SC1=CC(=C(NCC2CCOCC2)C=C1F)[N+](=O)[O-] 4-(benzylthio)-5-fluoro-2-nitro-N-((tetrahydro-2H-pyran-4-yl)methyl)aniline